(R)-3-(4-(2-((2-((tert-butoxycarbonyl) amino) ethyl)-amino) pyridin-4-yl) phenoxy)-2-hydroxypropionate C(C)(C)(C)OC(=O)NCCNC1=NC=CC(=C1)C1=CC=C(OC[C@H](C(=O)[O-])O)C=C1